6-Chloro-3-((1-(2-((1R,5S,6r)-6-(cyclobutyl(methyl)carbamoyl)-3-azabicyclo[3.1.0]hexan-3-yl)-3,6-dimethyl-4-oxo-3,4-dihydroquinazolin-8-yl)ethyl)amino)picolinic acid ClC1=CC=C(C(=N1)C(=O)O)NC(C)C=1C=C(C=C2C(N(C(=NC12)N1C[C@H]2C([C@H]2C1)C(N(C)C1CCC1)=O)C)=O)C